3-[2-(4-chloro-3-fluorophenoxy)acetamido]-N-[(1,2-oxazol-4-yl)methyl]bicyclo[1.1.1]pentane-1-carboxamide ClC1=C(C=C(OCC(=O)NC23CC(C2)(C3)C(=O)NCC=3C=NOC3)C=C1)F